4-{[3-(5-{[(3S,4R)-3-fluoro-1-methylpiperidin-4-yl]amino}-1-[(trifluoromethyl)sulfanyl]indolizin-2-yl)prop-2-yn-1-yl]amino}-3-methoxy-N-methylbenzamide F[C@H]1CN(CC[C@H]1NC=1N2C=C(C(=C2C=CC1)SC(F)(F)F)C#CCNC1=C(C=C(C(=O)NC)C=C1)OC)C